(2S)-2-hydroxy-N-methyl-3-[(2'S,7R)-2'-methyl-2-(trifluoromethyl)spiro[4,5-dihydrothieno[2,3-c]pyran-7,4'-piperidine]-1'-yl]propanamide O[C@H](C(=O)NC)CN1[C@H](C[C@@]2(CC1)OCCC1=C2SC(=C1)C(F)(F)F)C